C(#N)C1=CC=C(CCN[C@H](C(=O)NC2=NC=C(C=C2)N2CC=3N(CC2)C(=NN3)C)C3=CC=CC=C3)C=C1 |r| (S)- and (R)-2-((4-cyanophenethyl)amino)-N-(5-(3-methyl-5,6-dihydro-[1,2,4]triazolo[4,3-a]pyrazin-7(8H)-yl)pyridin-2-yl)-2-phenylacetamide